(R)-1-((R)-1-(5-hydroxy-4-oxo-1,4-dihydropyridazin-3-carbonyl) pyrrolidin-2-yl)-2,2-diphenylethyl methanesulfonate CS(=O)(=O)O[C@H](C(C1=CC=CC=C1)C1=CC=CC=C1)[C@@H]1N(CCC1)C(=O)C1=NNC=C(C1=O)O